C(C)N1C2(CC2)CC(CC1)N1N=C2C(=CC(=CC2=C1)C=1C=C(C=2N(N1)C=C(N2)C)C)F 6-[2-(4-ethyl-4-azaspiro[2.5]octan-7-yl)-7-fluoro-indazol-5-yl]-2,8-dimethyl-imidazo[1,2-b]pyridazine